n-octenyl-succinic anhydride C(=CCCCCCC)C1C(=O)OC(C1)=O